C[C@]12CC[C@H]3[C@H]([C@@H]1CCC2=O)CCC4=CC(=C(C=C34)O)OC The molecule is a 2-hydroxy steroid that is 2-hydroxyestrone in which the hydroxy group at position 3 has been converted to the corresponding methyl ether. It is a 2-hydroxy steroid, a 17-oxo steroid and an aromatic ether. It derives from a 2-hydroxyestrone.